methyl 2-(4-(benzo[d]thiazol-2-ylmethyl) piperazin-1-yl)-4-methoxybenzoate S1C(=NC2=C1C=CC=C2)CN2CCN(CC2)C2=C(C(=O)OC)C=CC(=C2)OC